NC1=NC=CC(=C1Cl)SC1=CN=C(N=N1)N1CCC2(CC1)[C@@H](C=1C(=NC=CC1)C2)N[S@](=O)C(C)(C)C (R)-N-((S)-1'-(6-((2-amino-3-chloropyridin-4-yl)thio)-1,2,4-triazin-3-yl)-5,7-dihydrospiro[cyclopenta[b]pyridin-6,4'-piperidin]-5-yl)-2-methylpropan-2-sulfinamide